(7S)-7-Methyl-3-(2-{[(1,2-oxazol-5-yl)methyl]amino}ethyl)-2-[2-(1H-pyrazol-1-yl)ethyl]-3H,6H,7H,8H,9H-imidazo[4,5-f]chinolin C[C@@H]1NC2=CC=C3C(=C2CC1)N=C(N3CCNCC3=CC=NO3)CCN3N=CC=C3